C(#N)C1=CC(=C(COC2=CC=CC(=N2)N2C=NN(CC2)CC2=NC3=C(N2C[C@H]2OCC2)C=C(C=C3F)C(=O)O)C=C1)F (S)-2-((4-(6-((4-cyano-2-fluorobenzyl)oxy)pyridin-2-yl)-5,6-dihydro-1,2,4-triazin-1(4H)-yl)methyl)-4-Fluoro-1-(oxetan-2-ylmethyl)-1H-benzo[d]imidazole-6-carboxylic acid